C(CCCCCCCCCCC)[N+](CCC)(CCC)[O-] dodecyldipropylamine oxide